FC1=NC(=CC=C1N1CCN(CC1)CC=1C(=C2NC(C=3N(C2=CC1)N=CC3CC)=O)F)C(NC)=O 7-((4-(2-fluoro-6-(methylcarbamoyl)pyridin-3-yl)piperazin-1-yl)methyl)-3-ethyl-6-fluoropyrazolo[1,5-a]quinoxalin-4(5H)-one